C1N(CC2=CC=CC=C12)C1=NC2=C(C=C(C=C2C(N1C1CCOCC1)=O)C(F)(F)F)C(C)NC1=C(C(=O)O)C=CC=C1 2-((1-(2-(Isoindolin-2-yl)-4-oxo-3-(tetrahydro-2H-pyran-4-yl)-6-(trifluoromethyl)-3,4-dihydroquinazolin-8-yl)ethyl)amino)benzoic acid